FC(C(=S)NCC1=CC=C(C=C1)OC)(F)F 2,2,2-trifluoro-N-(4-methoxybenzyl)thioacetamide